FC=1C=C(COC=2C=C3N(C(N2)=O)C[C@H]2N3CCC2)C=C(C1OC1(CC1)CCF)F (S)-3-((3,5-difluoro-4-(1-(2-fluoroethyl)cyclopropoxy)benzyl)oxy)-7,8,8a,9-tetrahydropyrrolo[1',2':3,4]imidazo[1,2-c]pyrimidin-1(6H)-one